[Si](C)(C)(C(C)(C)C)OCCN1C=C(C2=CC=CC=C12)C=O 1-(2-((tert-Butyldimethylsilyl)oxy)ethyl)-1H-indole-3-carbaldehyde